5-(4-amino-1-(piperidin-4-ylmethyl)-1H-pyrazolo[3,4-d]pyrimidin-3-yl)benzo[d]oxazol-2-amine trifluoroacetic Acid Salt FC(C(=O)O)(F)F.NC1=C2C(=NC=N1)N(N=C2C=2C=CC1=C(N=C(O1)N)C2)CC2CCNCC2